N-[4-(3-cyanophenyl)-5-(2,6-dichloro-4-pyridyl)thiazol-2-yl]-2-oxa-6-azaspiro[3.3]heptane-6-carboxamide C(#N)C=1C=C(C=CC1)C=1N=C(SC1C1=CC(=NC(=C1)Cl)Cl)NC(=O)N1CC2(COC2)C1